C1(CC1)C1=C(C=C(C(=C1)CN1CCC2(CN(C(O2)=O)C=2C=C(C=CC2)S(=O)(=O)O)CC1)OCC)C1=CC=C(C=C1)F 3-(8-((2-cyclopropyl-5-ethoxy-4'-fluoro-[1,1'-biphenyl]-4-yl)methyl)-2-oxo-1-oxa-3,8-diazaspiro[4.5]decan-3-yl)benzenesulfonic acid